(1S,2S)-1,2-diphenylethanediamine hydrochloride Cl.C1(=CC=CC=C1)C(CC1=CC=CC=C1)(N)N